1-(3-(5-amino-3-(4-((4-methoxypyridin-2-yl)oxy)phenyl)imidazo[1,5-c]pyrimidin-1-yl)pyrrolidin-1-yl)prop-2-en-1-one NC1=NC=CC=2N1C(=NC2C2CN(CC2)C(C=C)=O)C2=CC=C(C=C2)OC2=NC=CC(=C2)OC